The molecule is a polyether that is 4,7,10-trioxatridecane substituted at positions 1 and 13 by an amino group and a 3-carboxypropanamido group respectively. Flexible and hydrophilic, it is used as an extended linker in solid-phase immunoassays. It is a polyether, a monocarboxylic acid, a secondary carboxamide and a primary amino compound. C(CN)COCCOCCOCCCNC(=O)CCC(=O)O